4-[(5-amino-2-pyridinyl)oxy]-2-[(trifluoromethyl)oxy]benzonitrile NC=1C=CC(=NC1)OC1=CC(=C(C#N)C=C1)OC(F)(F)F